C(C)(C)C1=C2C(=CC(=C1)O2)C(C)C (2,6-di-iso-propyl-1,4-phenylene) ether